BrC1=CC=CC(=N1)OCC#CCN 4-((6-bromopyridin-2-yl)oxy)but-2-yn-1-amine